ClC1=CC(=C(C=C1Cl)C([C@H]1CN(CCC1)C(=O)OC(C)(C)C)O)OCC=C tert-butyl (3R)-3-[[4,5-dichloro-2-(prop-2-en-1-yloxy)phenyl](hydroxy)methyl]piperidine-1-carboxylate